BrC1=CC(=C2C=NC=NC2=C1F)F 7-bromo-5,8-difluoroquinazoline